Pyrimidine-4-carbonitrile N1=CN=C(C=C1)C#N